ClC=1C=CC=C2C=C(C(=NC12)C)CC(=O)O 2-(8-chloro-2-methylquinolin-3-yl)acetic acid